CC=1C=C(C=CC1C)C=1C=C(C(N(N1)C1=CC(=CC=C1)F)=O)C(=O)O 6-(3,4-dimethylphenyl)-2-(3-fluorophenyl)-3-oxo-2,3-dihydropyridazine-4-carboxylic acid